[N+](=O)([O-])C1=C(CBr)C=CC=C1 2-nitro-benzylbromide